methyl p-toluenesulfonylacetate CC1=CC=C(C=C1)S(=O)(=O)CC(=O)OC